4-[[3-[1-(cyanomethyl)-3-(trifluoromethyl)pyrazol-4-yl]imidazo[1,2-a]pyrazin-8-yl]amino]-2-ethyl-N-[2-[(4-hydroxy-4-piperidyl)methylamino]-2-oxo-ethyl]benzamide formate C(=O)O.C(#N)CN1N=C(C(=C1)C1=CN=C2N1C=CN=C2NC2=CC(=C(C(=O)NCC(=O)NCC1(CCNCC1)O)C=C2)CC)C(F)(F)F